N-(3-bromo-4-fluorophenyl)-N'-hydroxy-4-(3-(4-hydroxyphenyl)ureido)-1,2,5-oxadiazole-3-carboximidamide BrC=1C=C(C=CC1F)NC(=NO)C1=NON=C1NC(=O)NC1=CC=C(C=C1)O